CC1=CC(=C(C(=C1OC(=O)C)C)C)OCC(C[NH2+]C(C)C)O.[Cl-] The molecule is the hydrochloride salt of metipranolol. A non-cardioselective beta-blocker, it is used to lower intra-ocular pressure in the management of open-angle glaucoma. It has a role as a beta-adrenergic antagonist, an anti-arrhythmia drug, an antihypertensive agent and an antiglaucoma drug.